Methyl 5-((diphenylmethylene)amino)-1,2-dimethyl-1H-pyrrolo[2,3-b]pyridine-6-carboxylate C1(=CC=CC=C1)C(C1=CC=CC=C1)=NC=1C=C2C(=NC1C(=O)OC)N(C(=C2)C)C